NC1C(C(C(C(N1)SCC1=CC=C(C=C1)N(S(=O)(=O)C)C)C#N)CC)C#N N-(4-(((6-amino-3,5-dicyano-4-ethylpiperidin-2-yl)thio)methyl)phenyl)-N-methylmethanesulfonamide